N-(2-chloro-4-cyanophenyl)-1-hydroxy-2-naphthamide ClC1=C(C=CC(=C1)C#N)NC(=O)C1=C(C2=CC=CC=C2C=C1)O